C[C@H]1N(CCC2=C1SC=N2)C(=O)OC(C)(C)C tert-butyl (R)-4-methyl-6,7-dihydrothiazolo[5,4-c]pyridine-5(4H)-carboxylate